((5S,7S)-7-fluoro-5-phenyl-6,7-dihydro-5H-pyrrolo[1,2-b][1,2,4]triazol-2-yl)(3-methyltetrahydrofuran-3-yl)methanone F[C@H]1C[C@H](N2N=C(N=C21)C(=O)C2(COCC2)C)C2=CC=CC=C2